FC1=CC=C(C=C1)C(CCCI)=O 1-(4-fluorophenyl)-4-iodobutan-1-one